CC1=CN=C(S1)C(=O)O 5-methyl-1,3-thiazole-2-carboxylic acid